copper-cadmium-germanium sulfur 2-(trifluoromethyl)-pentane FC(C(C)CCC)(F)F.[S].[Ge].[Cd].[Cu]